C(C)OC(=C)C1=C(N=NN1C)C1=CC=C(C=C1)OCOC 5-(1-ethoxyvinyl)-4-(4-(methoxymethoxy)phenyl)-1-methyl-1H-1,2,3-triazole